O=C1NC(CCC1N1C(C2=CC=C(C=C2C1=O)OCCCCCCCCO)=O)=O 2-(2,6-dioxopiperidin-3-yl)-5-((8-hydroxyoctyl)oxy)isoindoline-1,3-dione